[6-(5-Cyclopropyl-4H-1,2,4-triazol-3-yl)-2-azaspiro[3.3]heptan-2-yl]-[3-[6-(6-oxa-2-azaspiro[3.4]octan-2-yl)-3-pyridyl]azetidin-1-yl]methanone C1(CC1)C=1NC(=NN1)C1CC2(CN(C2)C(=O)N2CC(C2)C=2C=NC(=CC2)N2CC3(C2)COCC3)C1